C(C)(C)(C)OC(=O)N1C[C@H]([C@H](C1)NC1=C(C=C(C(=C1)[N+](=O)[O-])[N+](=O)[O-])F)F (3R,4S)-3-fluoro-4-(2-fluoro-4,5-dinitro-anilino)pyrrolidine-1-carboxylic acid tert-butyl ester